3a,4a-diaza-s-indacene-8-propionic acid C1=CCN2CN3C=CC=C3C(=C12)CCC(=O)O